1-(5-(((1S,2S)-2-(3-(3-fluorophenyl)azetidin-1-yl)cyclohexyl)oxy)-1-oxoisoindolin-2-yl)-3-azabicyclo[3.1.1]heptane-2,4-dione FC=1C=C(C=CC1)C1CN(C1)[C@@H]1[C@H](CCCC1)OC=1C=C2CN(C(C2=CC1)=O)C12C(NC(C(C1)C2)=O)=O